tert-butyl (E)-3-(1-methyl-1H-pyrazol-4-yl)acrylate CN1N=CC(=C1)/C=C/C(=O)OC(C)(C)C